C(C)OC(=C)C1=NC=CC=C1C=O 2-(1-ethoxyvinyl)pyridine-3-carbaldehyde